BrC1=C(N(C2=CC(=C(C=C2C1=O)F)C(C)(C)O)C)C 3-bromo-6-fluoro-7-(2-hydroxypropane-2-yl)-1,2-dimethylquinolin-4(1H)-one